FC=1C(=CC(=NC1)OC)C1=CC(=NN1)C(=O)N1[C@H]2CC(C[C@@H]1CC2)C(=O)NC2CCC1(CCO1)CC2 (1R,3S,5S)-8-[5-(5-fluoro-2-methoxypyridin-4-yl)-1H-pyrazole-3-carbonyl]-N-[1-oxaspiro[3.5]nonan-7-yl]-8-azabicyclo[3.2.1]octane-3-carboxamide